ClC=1C=C(CNC2=CC=C(C=C2)C=2NC(=C(N2)C)C2=CC=C(C=C2)Cl)C=CC1 N-(3-chlorobenzyl)-4-(5-(4-chlorophenyl)-4-methyl-1H-imidazol-2-yl)aniline